N-(5-cyano-4-(azetidin-3-ylamino)pyridin-2-yl)-7-formyl-4-fluoro-3,4-dihydro-2,4-methylene-1,8-naphthyridine-1(2H)-carboxamide C(#N)C=1C(=CC(=NC1)NC(=O)N1C2CC(C3=CC=C(N=C13)C=O)(C2)F)NC2CNC2